N1(C(C(C(C(C1([2H])[2H])([2H])[2H])([2H])[2H])([2H])[2H])([2H])[2H])[2H] pyridine-d11